C(C)(C)(C)C1=NC=C(C(=C1)C(=O)O)F 2-tert-butyl-5-fluoropyridine-4-carboxylic acid